(R)-ethyl 2-(chlorosulfonyl)butanoate ClS(=O)(=O)[C@@H](C(=O)OCC)CC